CN1C2=C(OCC1=O)C=C(C=C2)NC2=CC=C(C=C2)C(C)(C)CC 4-methyl-7-((4-(tert-pentyl)phenyl)amino)-2H-benzo[b][1,4]oxazin-3(4H)-one